2-(4-(4-hydroxybutyl) phenyl)-2-methylpropionate OCCCCC1=CC=C(C=C1)C(C(=O)[O-])(C)C